ClC1=C(C(=CC=C1)Cl)CC(=O)N1[C@H](C2=CC=CC(=C2C[C@@H]1CO)C=1C=NN(C1)C)C 2-(2,6-dichlorophenyl)-1-((1s,3r)-3-(hydroxymethyl)-1-methyl-5-(1-methyl-1H-pyrazol-4-yl)-3,4-dihydroisoquinolin-2(1H)-yl)ethan-1-one